C(C)C1=CC=C(C=C1)S(=O)(=O)C=1C=NC2=CC=C(C=C2C1N1CCN(CCC1)C)OC 3-((4-ethylphenyl)sulfonyl)-6-methoxy-4-(4-methyl-1,4-diazepan-1-yl)quinoline